(1S,2S)-2-(3-chlorophenyl)-N-(4-(((6-cyclopropyl-8-(3-(dimethylamino)pyrrolidin-1-yl)imidazo[1,2-a]pyridin-2-yl)methyl)amino)pyridin-2-yl)cyclopropane-1-carboxamide ClC=1C=C(C=CC1)[C@@H]1[C@H](C1)C(=O)NC1=NC=CC(=C1)NCC=1N=C2N(C=C(C=C2N2CC(CC2)N(C)C)C2CC2)C1